C(C1=CC=CC=C1)N1C(C2=CC=C(C=C2C1=O)Cl)=O 2-benzyl-5-chloroisoindoline-1,3-dione